4-(6-(4-aminopiperidin-1-yl)-3-(5-fluoro-3-methyl-benzo[d]isoxazol-6-yl)-4-methoxypyridin-2-yl)-2-fluorobenzonitrile NC1CCN(CC1)C1=CC(=C(C(=N1)C1=CC(=C(C#N)C=C1)F)C1=CC2=C(C(=NO2)C)C=C1F)OC